ClC=1C=C2CCN(CC2=C(C1)[C@H]1N(CCC1)C(=O)[O-])C1=CC(=NC=C1)COC (S)-2-(6-Chloro-2-(2-(methoxymethyl)pyridin-4-yl)-1,2,3,4-tetrahydroisoquinolin-8-yl)pyrrolidine-1-carboxylate